O1C=CC2=C1C=CC(=C2)C(=O)[O-] benzofuran-5-carboxylate